(S)-1-(4-(2,2-difluoro-7-((5-methoxy-7-methyl-1H-indol-4-yl)methyl)-7-azaspiro[3.5]nonan-6-yl)phenyl)cyclopropan-1-ol FC1(CC2(C1)C[C@H](N(CC2)CC2=C1C=CNC1=C(C=C2OC)C)C2=CC=C(C=C2)C2(CC2)O)F